C(#N)C1=CC=2N(C=C1NC(=O)C1=CC=C(C3=CN(N=C13)C)N1CCN(CC1)C(=O)OC(C)(C)C)C=C(N2)C tert-butyl 4-[7-({7-cyano-2-methylimidazo[1,2-a]pyridin-6-yl} carbamoyl)-2-methylindazol-4-yl]piperazine-1-carboxylate